3-(3,4-dimethoxyphenyl)pyrazin-2-amine COC=1C=C(C=CC1OC)C=1C(=NC=CN1)N